Br.NC([C@@H](Br)N)C (R)-2-amino-1-bromopropylamine hydrobromide